C12CN(CC(CC1)O2)C2=NC=1N(C=C2)N=CC1C(=O)NC=1C(=NN(C1)C1CCNCC1)C(F)F 5-(8-oxa-3-azabicyclo[3.2.1]octane-3-yl)-N-(3-(difluoromethyl)-1-(piperidine-4-yl)-1H-pyrazol-4-yl)pyrazolo[1,5-a]pyrimidine-3-carboxamide